CN1[C@H](COCC1)C=O ((R)-4-methylmorpholin-3-yl)methanone